IC=1C=NC(=NC1)NC=1C=NN(C1)CC(C)(O)C 1-(4-((5-iodopyrimidin-2-yl)amino)-1H-pyrazol-1-yl)-2-methylpropan-2-ol